2-chloro-1-(3-(fluoromethyl)-3-hydroxyazepan-1-yl)ethanone ClCC(=O)N1CC(CCCC1)(O)CF